C[C@@H]1CC(NN=C1C1=CC=C(C=C1)N1CCOCC1)=O (5R)-5-methyl-6-[4-(morpholin-4-yl)phenyl]-4,5-dihydropyridazin-3(2H)-one